tert-Butyl 2-chloro-6-[3-(2,2-dicyclopropylethoxy) pyrazol-1-yl]pyridine-3-carboxylate ClC1=NC(=CC=C1C(=O)OC(C)(C)C)N1N=C(C=C1)OCC(C1CC1)C1CC1